N-methylpropyloxyammonium trifluoroacetate FC(C(=O)[O-])(F)F.C[NH2+]OCCC